4-(1,3-dioxolan-2-yl)-2-methoxythiazole O1C(OCC1)C=1N=C(SC1)OC